ClC1=NN(C=C1N(C(CCS(=O)CCC(F)(F)F)=O)CC)C=1C=NC=CC1 N-[3-chloro-1-(3-pyridinyl)pyrazol-4-yl]-N-ethyl-3-(3,3,3-trifluoropropylsulfinyl)propionamide